2-(5-bromo-2,3-difluorophenethyl)-6-(2,5-dimethyl-1H-pyrrol-1-yl)-4-methylpyridine BrC=1C=C(C(=C(CCC2=NC(=CC(=C2)C)N2C(=CC=C2C)C)C1)F)F